Cyanomethyl Pentanoate C(CCCC)(=O)OCC#N